6-(3-amino-6-chloro-2-fluorophenyl)-N-methylimidazo[1,5-a]pyridine-1-carboxamide NC=1C(=C(C(=CC1)Cl)C=1C=CC=2N(C1)C=NC2C(=O)NC)F